O[C@@H]1C[C@H]2[C@H](CCC3=C(O2)C(=C(C=C3)C(=O)O)C)[C@H]1\C=C\C(C1(CC1)CCC(C)C)O (1R,2R,3aS,10aR)-2-hydroxy-1-{(1E,3ξ)-3-hydroxy-3-[1-(3-methylbutyl)cyclopropyl]-1-propen-1-yl}-5-methyl-2,3,3a,9,10,10a-hexahydro-1H-benzo[b]cyclopenta[f]oxepin-6-carboxylic acid